C(C)N(C(=O)C1=NC=C(C=C1)O)CC N,N-diethyl-5-hydroxypyridine-amide